N1(CCCCC1)C1CCN(CC1)CC(=O)N [1,4'-bipiperidine]-1'-acetamide